1-BENZOFURAN-6-CARBALDEHYDE O1C=CC2=C1C=C(C=C2)C=O